[Au].[Zn].[Pb].[Cu] Copper-lead-zinc-gold